COC1=CC=C(CN2C=NC=3C2=NC(=CC3)\C=C\C3=NC=CC(=N3)C)C=C1 (E)-3-(4-methoxybenzyl)-5-(2-(4-methylpyrimidin-2-yl)vinyl)-3H-imidazo[4,5-b]pyridine